FC(C1=CC=C(C=C1)N1N=CC(=C1)C=1C=C2C(=CNC2=CC1)NC(=O)C=1C=NNC1)(F)F N-(5-{1-[4-(trifluoro-methyl)phenyl]-1H-pyrazol-4-yl}-1H-indol-3-yl)-1H-pyrazole-4-carboxamide